N-(2-tolyl)pent-4-enamide C1(=C(C=CC=C1)NC(CCC=C)=O)C